3-(Dimethylsulfinylphenyl)propionic acid CS(=O)C=1C(=C(C=CC1)CCC(=O)O)S(=O)C